C(CCCCCCCCCCCCCCCCCCC\C=C\C\C=C\CCCCCCCCCCC)NCCCCCCCCCCC\C=C\C\C=C\CCCCCCCCCCCCCCCCCCCC (12E,15E)-N-[(21E,24E)-hexatriaconta-21,24-dienyl]hexatriaconta-12,15-dien-1-amine